4-(difluoro(pyrazolo[1,5-a]pyridin-6-ylsulfonyl)methyl)-N-(pyridazin-4-yl)piperidine-1-carboxamide FC(C1CCN(CC1)C(=O)NC1=CN=NC=C1)(S(=O)(=O)C=1C=CC=2N(C1)N=CC2)F